2-(methoxycarbamyl)benzimidazole CONC(=O)C=1NC2=C(N1)C=CC=C2